(S)-4-(3-(6-bromo-7-((1-(ethylsulfonyl)pyrrolidine-3-yl)amino)-3H-imidazo[4,5-b]pyridine-2-yl)-2,5-dimethyl-1H-pyrrol-1-yl)-N-(2-morpholinoethyl)benzamid BrC=1C(=C2C(=NC1)NC(=N2)C2=C(N(C(=C2)C)C2=CC=C(C(=O)NCCN1CCOCC1)C=C2)C)N[C@@H]2CN(CC2)S(=O)(=O)CC